ClC=1N=CC2=CC=C(C=C2C1)C1=CN=C(S1)NC(=O)[C@H]1COCC1 (R)-N-(5-(3-chloroisoquinolin-6-yl)thiazol-2-yl)tetrahydrofuran-3-carboxamide